4-cyclopropyl-7-fluoro-2-hydroxycyclohepta-2,4,6-trien-1-one C1(CC1)C=1C=C(C(C(=CC1)F)=O)O